6-[3-[cyclobutyl-(4-methyl-1,2,4-triazol-3-yl)methyl]phenyl]-2-[[(3S)-3-methyl-1-piperidinyl]methyl]-4-(trifluoromethyl)-1H-pyrrolo[2,3-c]pyridin-7-one C1(CCC1)C(C=1C=C(C=CC1)N1C(C2=C(C(=C1)C(F)(F)F)C=C(N2)CN2C[C@H](CCC2)C)=O)C2=NN=CN2C